COCCOCCOCCOCCSC=1C=C(C2=NC3=CC=CC(=C3N=C2C1)C)O 3-((2,5,8,11-Tetraoxatridecan-13-yl)thio)-6-methylphenazin-1-ol